NC=1C(C2=CC=CC(=C2C(C1)=O)CCCCC)=O 2-amino-5-pentyl-1,4-naphthoquinone